ClC=1C(=CC2=C(N=C(O2)C)C1)NC(C1=C(C(=CC=C1)C(F)(F)F)Cl)=O N-(5-chloro-2-methyl-benzooxazol-6-yl)-2-chloro-3-trifluoromethyl-benzamide